OCCNCCOCCOCCOCCOCCC(=O)OC(C)(C)C tert-butyl 1-hydroxy-6,9,12,15-tetraoxa-3-azaoctadecan-18-oate